C(C)(C)NC(O[C@H]1C[C@H](CC1)C1=NN(C(=C1)N)C(C)(C)C)=O (1R,3S)-3-(5-amino-1-tert-butylpyrazol-3-yl)cyclopentyl N-isopropylcarbamate